1,3,4,5-tetra-O-acetyl-2-(acetylmethylamino)-2-deoxy-1-deutero-6-O-methyl-D-glucitol C(C)(=O)OC([C@@H]([C@@H](OC(C)=O)[C@H](OC(C)=O)[C@H](OC(C)=O)COC)N(C)C(C)=O)[2H]